4-benzyl-2-(4-(4-(pyridin-2-yl)piperazin-1-yl)butyl)-1,2,4-thiadiazolidine-3,5-dione C(C1=CC=CC=C1)N1C(N(SC1=O)CCCCN1CCN(CC1)C1=NC=CC=C1)=O